1-Ethyl-menthane-3,9-diol C(C)C1(CC(C(CC1)C(CO)C)O)C